BrC=1C(=NC=C(C1)C)NC1=C(C(=CC=C1C)OC)C 3-bromo-N-(3-methoxy-2,6-dimethylphenyl)-5-methylpyridin-2-amine